(S)-3-(5-amino-5,7-dihydrospiro[cyclopenta[d]pyridine-6,4'-piperidin]-1'-yl)-6-((5-chloro-3-(2-methoxyethyl)-4-oxo-3,4-dihydroquinazolin-6-yl)thio)pyrazine-2-carboxamide N[C@@H]1C2=CC=NC=C2CC12CCN(CC2)C=2C(=NC(=CN2)SC=2C(=C1C(N(C=NC1=CC2)CCOC)=O)Cl)C(=O)N